ethyl 3-(6-bromo-3-cyanopyrazolo[1,5-a]pyridin-4-yl)-3-azabicyclo[3.2.1]octane-8-carboxylate BrC=1C=C(C=2N(C1)N=CC2C#N)N2CC1CCC(C2)C1C(=O)OCC